C(C)(C)[C@H]1CN=C2N1C1=CC=C(C=C1C(N2CC2=CC(=NO2)C)=O)S(=O)(=O)NC2(CC2)C (S)-1-isopropyl-N-(1-methylcyclopropyl)-4-((3-methylisoxazol-5-yl)methyl)-5-oxo-1,2,4,5-tetrahydroimidazo[1,2-a]quinazoline-7-sulfonamide